(S)-Methyl 2-((S)-3-cyclopropyl-2-(4-methoxy-1H-indole-2-carboxamido)propanamido)-3-((S)-2-oxopyrrolidin-3-yl)propanoate C1(CC1)C[C@@H](C(=O)N[C@H](C(=O)OC)C[C@H]1C(NCC1)=O)NC(=O)C=1NC2=CC=CC(=C2C1)OC